C1(=CC=CC=C1)N=C(C)CC(C)=NC1=CC=CC=C1 2,4-diphenyliminopentane